C(#N)C=1C=C(C=CC1OC(C)C)C1=NC(=NO1)C1=CC=C(C2=CC=CC=C12)CN[C@@H](C)C(=O)O ((4-(5-(3-cyano-4-isopropoxyphenyl)-1,2,4-oxadiazol-3-yl)naphthalen-1-yl)methyl)alanine